(S)-2,4-dichloro-7-methoxy-6-((tetrahydrofuran-3-yl)oxy)quinazoline ClC1=NC2=CC(=C(C=C2C(=N1)Cl)O[C@@H]1COCC1)OC